C(CCC)C1(CS(C2=C(N(C1)C1=CC=C(C=C1)F)C=C(C(=C2)OCCC(=O)O)SC)(=O)=O)CC 3-((3-Butyl-3-ethyl-5-(4-fluorophenyl)-7-(methylsulfanyl)-1,1-dioxo-2,3,4,5-tetrahydro-1,5-benzothiazepin-8-yl)oxy)propanoic acid